S1C(=NC=C1)C=1C(=C2C(=NC1)N(C=C2)COCC[Si](C)(C)C)N[C@H]2CN(CCC2)C(=O)OC(C)(C)C tert-butyl (R)-3-((5-(thiazol-2-yl)-1-((2-(trimethylsilyl)ethoxy)methyl)-1H-pyrrolo[2,3-b]pyridin-4-yl)amino)piperidine-1-carboxylate